(S)-N-[(1E)-[1-[2-(benzyloxy)ethyl]-2-methyl-4-[2-(prop-2-yl)pyridin-3-yl]-1H-imidazol-5-yl]methylene]-2-methylpropan-2-sulfinamide C(C1=CC=CC=C1)OCCN1C(=NC(=C1\C=N\[S@@](=O)C(C)(C)C)C=1C(=NC=CC1)C(C)C)C